3,3-dimethyl-morpholine CC1(NCCOC1)C